lauramidolysine C(CCCCCCCCCCC)(=O)NN[C@@H](CCCCN)C(=O)O